methacryloyloxy-butylphosphonate C(C(=C)C)(=O)OCCCCP([O-])([O-])=O